2-propylbenzo[d]oxazole-4-carboxylic acid C(CC)C=1OC=2C(N1)=C(C=CC2)C(=O)O